tert-butyl 5-bromo-3-(2-ethoxy-2-oxoethyl)benzofuran-2-carboxylate BrC=1C=CC2=C(C(=C(O2)C(=O)OC(C)(C)C)CC(=O)OCC)C1